C(#N)C=1C=CC(=NC1)C=1C(=NC=CN1)[C@H](C)NC(=O)NC1=C(C=C(C=C1)C(F)(F)F)I 1-[(1S)-1-[3-(5-cyano-2-pyridyl)pyrazin-2-yl]ethyl]-3-[2-iodo-4-(trifluoromethyl)phenyl]urea